C(C)(=O)C1=CC(=C2C=C(C=CN12)OC)C(=O)NC1=C(C(=CC=C1)C1=CCCC1)F 3-acetyl-N-(3-(cyclopent-1-en-1-yl)-2-fluorophenyl)-7-methoxyindolizine-1-carboxamide